O=C1NC(CCC1N1C(C2=CC=C(C=C2C1=O)N1CC(CC1)CN1CCC(CC1)C1=CC=C(C=C1)NC=1C(=NC(=C(N1)N1CCCCC1)F)C(=O)N)=O)=O 3-((4-(1-((1-(2-(2,6-dioxopiperidin-3-yl)-1,3-dioxoisoindolin-5-yl)pyrrolidin-3-yl)methyl)piperidin-4-yl)phenyl)amino)-6-fluoro-5-(piperidin-1-yl)pyrazine-2-carboxamide